C(C)(=O)OC=1C(=NC=CC1OC)C(N[C@@H](C)C1=NOC(=N1)C(C1=CC=CC=C1)C1=CC=CC=C1)=O (S)-2-((1-(5-benzhydryl-1,2,4-oxadiazol-3-yl)ethyl)carbamoyl)-4-methoxypyridin-3-yl acetate